2-(6-azaspiro[2.5]oct-6-yl)-4-bromo-benzonitrile C1CC12CCN(CC2)C2=C(C#N)C=CC(=C2)Br